CN(C1CCC(CC1)NC1=NC=C2C(=N1)N(C(N(C2)C2=CC(=C(C=C2)NS(=O)(=O)CC)F)=O)C(C)C)C N-(4-(7-(((1r,4r)-4-(dimethylamino)cyclohexyl)amino)-1-isopropyl-2-oxo-1,4-dihydropyrimido[4,5-d]pyrimidin-3(2H)-yl)-2-fluorophenyl)ethanesulfonamide